Ethyl (S)-2-(((1-(4-fluorobenzyl)-1H-pyrazol-4-yl)methyl)amino)-7,8-dimethyl-6-oxo-5,6,7,8-tetrahydropteridine-4-carboxylate FC1=CC=C(CN2N=CC(=C2)CNC2=NC=3N([C@H](C(NC3C(=N2)C(=O)OCC)=O)C)C)C=C1